3-(2-chloro-5-trifluoromethyl-benzyloxy)-5-phenyl-pyridin-2-ylamine ClC1=C(COC=2C(=NC=C(C2)C2=CC=CC=C2)N)C=C(C=C1)C(F)(F)F